2-(2-((7-chloro-1,2,3,4-tetrahydroisoquinolin-6-yl)amino)-5-(trifluoromethyl)pyrimidin-4-yl)-5-(methylsulfonyl)-6,7-dihydrothieno[3,2-c]pyridin-4(5H)-one ClC1=C(C=C2CCNCC2=C1)NC1=NC=C(C(=N1)C1=CC=2C(N(CCC2S1)S(=O)(=O)C)=O)C(F)(F)F